2,3-dihydro-1H-indene-4-carboxylic acid C1CCC=2C(=CC=CC12)C(=O)O